(R)-1-(4-(5-(3-hydroxy-1-methyl-2-oxopyrrolidin-3-yl)isoxazol-3-yl)pyridin-2-yl)-1H-indazole-3-carboxylic acid methyl ester COC(=O)C1=NN(C2=CC=CC=C12)C1=NC=CC(=C1)C1=NOC(=C1)[C@]1(C(N(CC1)C)=O)O